methyl-1-(pyrimidin-2-yl)indole CC=1N(C2=CC=CC=C2C1)C1=NC=CC=N1